(5-(difluoromethyl)-2-methoxyphenyl)boronic acid FC(C=1C=CC(=C(C1)B(O)O)OC)F